2-hydroxyphenylcarboxamide OC1=C(C=CC=C1)C(=O)N